C(C)(C)(C)OC(=O)N1C[C@@H]([C@H](CC1)C1=CC=C(C=C1)B(O)O)F (4-((3R,4R)-1-(tert-butyloxycarbonyl)-3-fluoropiperidin-4-yl)phenyl)boronic acid